N-(5-Diethylaminomethyl-2-methyl-phenyl)-6-[5-methylsulfanyl-4-(4-trifluoromethoxy-phenyl)-pyrimidin-2-ylamino]-nicotinamide C(C)N(CC)CC=1C=CC(=C(C1)NC(C1=CN=C(C=C1)NC1=NC=C(C(=N1)C1=CC=C(C=C1)OC(F)(F)F)SC)=O)C